C(C)(=O)N1C(CC(C1)F)C(=O)NC(C1=CC(=CC=C1)C1=NN=CN1)C1=NC(=C(C=C1)C(C)C)F 1-acetyl-4-fluoro-N-{[6-fluoro-5-(propan-2-yl)pyridin-2-yl][3-(4H-1,2,4-triazol-3-yl)phenyl]methyl}pyrrolidine-2-carboxamide